COC(C1=CC=C(C=C1)NC(=O)NC1=CC=C(C=C1)C1=CC(=CC=C1)OC)=O 4-(3-(3'-methoxy-[1,1'-biphenyl]-4-yl)ureido)benzoic acid methyl ester